C(CC)OC1=CC=C(C=C1)S(=O)(=O)OC1=C(C=CC=C1)NC(=O)NC1=C(C=CC=C1)OS(=O)(=O)C1=CC=C(C=C1)OCCC N,N'-di-[2-(p-propoxybenzenesulfonyloxy)phenyl]urea